1,2-DIHYDRO-6,7-DIMETHOXY-2-OXO-3-QUINOLINECARBOXALDEHYDE COC=1C=C2C=C(C(NC2=CC1OC)=O)C=O